ClC=1C(=C2C=NN(C2=CC1F)C1OCCCC1)OC1=NC=CC2=C1N=C(N=C2C2N(CCNC2)C(=O)[O-])OC[C@]2(CN(CCC2)C)F 8-{[5-chloro-6-fluoro-1-(oxan-2-yl)-1H-indazol-4-yl]oxy}-2-{[(3S)-3-fluoro-1-methylpiperidin-3-yl]methoxylpyrido[3,4-d]pyrimidin-4-yl}piperazine-1-carboxylate